COC[C@@H](CO[C@@H]1C(N(CC1)C1CCN(CC1)C1=NC=C(C#N)C=C1)=O)NC=1C=NNC(C1C(F)(F)F)=O 6-(4-((S)-3-((S)-3-methoxy-2-((6-oxo-5-(trifluoromethyl)-1,6-dihydropyridazin-4-yl)amino)propoxy)-2-oxopyrrolidin-1-yl)piperidin-1-yl)nicotinonitrile